2-(piperidin-1-yl)ethan-1-ol hydrogen bromide Br.N1(CCCCC1)CCO